ClC=1C=C(C=C(C1O)C)C1=NOC(=N1)C(=O)NCC1=CC=C(C=C1)OC1=CC=CC=C1 3-(3-chloro-4-hydroxy-5-methylphenyl)-N-(4-phenoxybenzyl)-1,2,4-oxadiazole-5-carboxamide